cyclopentyl 6-([[4-(trifluoromethyl)phenyl]carbamoyl] amino)-1H-indole-4-carboxylate FC(C1=CC=C(C=C1)NC(=O)NC=1C=C(C=2C=CNC2C1)C(=O)OC1CCCC1)(F)F